CO[Si](CCCN)(OC)OC 3-(trimethoxysilyl)-propylamine